1-methyl-3,4-dihydroisoquinoline CC1=NCCC2=CC=CC=C12